OC(C(CO)CO)NCCS(=O)(=O)O 2-{[1,3-Dihydroxy-2-(hydroxymethyl)propaneyl]amino}ethane-1-sulfonic acid